2-phenyl-4-carboxy-1,3-dioxolane C1(=CC=CC=C1)C1OCC(O1)C(=O)O